CN1N=C(C2=CC=CC(=C12)N1[C@@H]2CN([C@H](C1)C2)CC2CCNCC2)C2C(NC(CC2)=O)=O 3-(1-methyl-7-((1S,4S)-5-(piperidin-4-ylmethyl)-2,5-diazabicyclo[2.2.1]heptan-2-yl)-1H-indazol-3-yl)piperidine-2,6-dione